C1(=CC=CC=C1)[C@@H](C)O |r| racemic-α-phenylethyl alcohol